C(C)(C)(C)OC(=O)N1CCC(CC1)SC1=NC(=CC(=N1)N)C.CC1=CC(=NC(=N1)SC1CCNCC1)N 6-Methyl-2-(piperidin-4-ylthio)pyrimidin-4-amine tert-Butyl-4-((4-amino-6-methylpyrimidin-2-yl)thio)piperidine-1-carboxylate